ClC=1C=C2[C@H](CC(OC2=CC1)(C)C)NC(=O)[C@H]1[C@@H](C1)[C@H](N1C(NC(CC1=O)(C)C)=[NH2+])C=1C=[NH+]C=CC1 [1-[(S)-[(1R,2R)-2-[[(4S)-6-chloro-2,2-dimethyl-chroman-4-yl]carbamoyl]cyclopropyl]-pyridin-1-ium-3-yl-methyl]-4,4-dimethyl-6-oxo-hexahydropyrimidin-2-ylidene]ammonium